(2R,3R,4S,5R,6S)-2-(Acetoxymethyl)-6-(4-(((tert-butyldimethylsilyl)oxy)methyl)-2-nitrophenoxy)tetrahydro-2H-pyran-3,4,5-triyl triacetate C(C)(=O)O[C@@H]1[C@H](O[C@H]([C@@H]([C@H]1OC(C)=O)OC(C)=O)OC1=C(C=C(C=C1)CO[Si](C)(C)C(C)(C)C)[N+](=O)[O-])COC(C)=O